4-(2-((3-(difluoro-methyl)-1-methyl-1H-pyrazol-5-yl)sulfonyl)propan-2-yl)-N-(isoxazol-3-yl)piperidine FC(C1=NN(C(=C1)S(=O)(=O)C(C)(C)C1CCN(CC1)C1=NOC=C1)C)F